ethyl-cyclopentane C(C)C1CCCC1